ClC1=C(OC2CCN(CC2)C(CNC(=O)C2=NC=C(C=C2)C2=CC=CC=C2)=O)C=C(C=C1)F 5-Phenyl-pyridine-2-carboxylic acid {2-[4-(2-chloro-5-fluoro-phenoxy)-piperidin-1-yl]-2-oxo-ethyl}-amide